FC(C1CCC2(C1)CCN(CC2)C(=O)[O-])(F)F 3-(trifluoromethyl)-8-azaspiro[4.5]decane-8-carboxylate